tert-butyl 4-[1-[4-(2,6-difluoro-4-nitro-phenyl)piperazin-1-yl]-1-methyl-ethyl]piperidine-1-carboxylate FC1=C(C(=CC(=C1)[N+](=O)[O-])F)N1CCN(CC1)C(C)(C)C1CCN(CC1)C(=O)OC(C)(C)C